(2'R,4'R)-2'-(3-bromophenyl)-3-methyl-1-phenyl-1'-tosyl-4'-vinyl-1',4'-dihydro-2'H-spiro[pyrazole-4,3'-quinoline]-5(1H)-one BrC=1C=C(C=CC1)[C@H]1N(C2=CC=CC=C2[C@H](C12C(=NN(C2=O)C2=CC=CC=C2)C)C=C)S(=O)(=O)C2=CC=C(C)C=C2